C[NH+](C)C(CC)S(=O)(=O)[O-] dimethylammonio-propanesulfonate